C(C)OC(=O)C=1N=C(N(C1)C1=C(C=CC=C1)Cl)C 1-(2-chlorophenyl)-2-methyl-1H-imidazole-4-carboxylic acid ethyl ester